3-bromo-2-fluoro-6-(3-pyrrolidin-1-ylpropoxy)pyridine BrC=1C(=NC(=CC1)OCCCN1CCCC1)F